2-t-butylhydroquinone C(C)(C)(C)C1=C(O)C=CC(=C1)O